C(C)OCC1=CC=C(C=C1)S(=O)(=O)OOCC=1N(NNC1)C(C1=CC=CC=C1)COC=1C=NN(C(C1Cl)=O)C(C)(C)C (1-(3-((((1-(tert-butyl)-5-chloro-6-oxo-1,6-dihydropyridazin-4-yl) oxy) methyl) benzyl)-1H-1,2,3-triazol-4-yl) methoxy) ethoxy-4-toluenesulfonate